FC1C(C1)C(=O)NC=1N=C2N(C=C(C=C2)C2=C(C=CC=3NC=NC32)CO)C1 2-fluoro-N-(6-(5-(hydroxymethyl)-1H-benzo[d]imidazol-4-yl)imidazo[1,2-a]pyridin-2-yl)cyclopropane-1-carboxamide